N,N'-Bis-(3,5-di-tert-butyl-4-hydroxy-phenylpropionyl)-hexamethylenediamine C(C)(C)(C)C=1C=C(C=C(C1O)C(C)(C)C)CCC(=O)NCCCCCCNC(CCC1=CC(=C(C(=C1)C(C)(C)C)O)C(C)(C)C)=O